methacryl carbamate C(N)(OC(=O)C(=C)C)=O